methyl 3-chloro-7-(((3R,5S)-3,5-dimethylpiperidin-1-yl) methyl)-1H-pyrazolo[4,3-b]pyridine-5-carboxylate ClC1=NNC=2C1=NC(=CC2CN2C[C@@H](C[C@@H](C2)C)C)C(=O)OC